(S)-11-(aminomethyl)-4-ethyl-8-fluoro-4-hydroxy-9-methoxy-1,12-dihydro-14H-pyrano[3',4':6,7]indolizino[1,2-b]quinoline-3,14(4H)-dione NCC1=C2C(=NC=3C=C(C(=CC13)OC)F)C1=CC3=C(C(N1C2)=O)COC([C@]3(O)CC)=O